Oxetan-3-yl {4-[2-(4-fluorophenyl)-4-oxo-1,3-thiazolidin-3-yl]-3-methylphenoxy}acetate FC1=CC=C(C=C1)C1SCC(N1C1=C(C=C(OCC(=O)OC2COC2)C=C1)C)=O